NC1=C(C(=NN1C1=NC=CC=N1)C)C1=CCC(CC1)C(=O)OCC ethyl 4-(5-amino-3-methyl-1-pyrimidin-2-yl-pyrazol-4-yl)cyclohex-3-ene-1-carboxylate